C1(CCC1)OCC#CC1=NC=2N(C(N(C(C2N1CC1=CC(=C(C=C1)F)F)=O)CCCO)=O)C 8-(3-Cyclobutoxyprop-1-yn-1-yl)-7-(3,4-difluorobenzyl)-1-(3-hydroxypropyl)-3-methyl-3,7-dihydro-1H-purine-2,6-dione